(5Z)-3-[(6-methoxypyridin-3-yl)methyl]-5-[(2,4,6-trifluoro-3-hydroxyphenyl)methylidene]-1,3-thiazolidine-2,4-dione COC1=CC=C(C=N1)CN1C(S\C(\C1=O)=C/C1=C(C(=C(C=C1F)F)O)F)=O